Cl.C(#N)C1=CC=C(C=C1)NN p-cyanophenylhydrazine hydrochloride